N1=C(N=C(C2=C1NC=C2)N)N 7H-pyrrolo[2,3-d]Pyrimidine-2,4-diamine